4-{[3-(3-amino-8-{[(3S,4R)-3-fluoro-1-methylpiperidin-4-yl]amino}imidazo[1,2-a]pyridine-2-yl)prop-2-yn-1-yl]amino}-3-methoxy-N-methylbenzamide NC1=C(N=C2N1C=CC=C2N[C@H]2[C@H](CN(CC2)C)F)C#CCNC2=C(C=C(C(=O)NC)C=C2)OC